COC=1C=CC(=NC1)NC1=C2C(=NC(=C1)OC=1C(=CC(=NC1)C#N)C)N(C=N2)C 5-[7-[(5-methoxypyridin-2-yl)amino]-3-methylimidazo[4,5-b]pyridin-5-yl]oxy-4-methylpyridin-2-carbonitrile